C(C(C)C)(=O)OC12C(CCC(C1(C)C)C2)C Pinyl isobutyrate